COC=1N=C2C(=CC=NC2=CC1)CCN1CCC(CC1)NCC1=CC=C(C(=O)N)C=C1 4-((1-(2-(6-methoxy-1,5-naphthyridin-4-yl)ethyl)piperidin-4-ylamino)methyl)benzamide